(3-methylphenyl)-7-azaspiro[3.5]nonane-7-carboxylic acid tert-butyl ester C(C)(C)(C)OC(=O)N1CCC2(CCC2C2=CC(=CC=C2)C)CC1